C(#N)C=1C=C(C=C(C1)C1=NC=CC=N1)C=1N(CCOC1)C(=O)OC(C)(C)C tert-butyl 5-(3-cyano-5-pyrimidin-2-yl-phenyl)-2,3-dihydro-1,4-oxazine-4-carboxylate